N-(6-chloro-2-(((4-hydroxytetrahydro-2H-pyran-4-yl)methyl)amino)pyridin-3-yl)acetamide ClC1=CC=C(C(=N1)NCC1(CCOCC1)O)NC(C)=O